3-(4-chlorophenyl)-2,6-dimethyl-5-propylfuro[3,2-c]pyridin-4(5H)-one ClC1=CC=C(C=C1)C1=C(OC2=C1C(N(C(=C2)C)CCC)=O)C